BrC(C(=O)OCC)C1=C(C(=CC(=C1)CC1=CN=C(O1)[Si](C(C)C)(C(C)C)C(C)C)F)OC ethyl 2-bromo-2-(3-fluoro-2-methoxy-5-((2-(triisopropylsilyl)oxazol-5-yl)methyl)phenyl)acetate